4-(8-((5-ethoxy-4'-fluoro-2-isopropyl-[1,1'-biphenyl]-4-yl)methyl)-2-oxo-1-oxa-3,8-diazaspiro[4.5]decan-3-yl)benzenesulfonic acid C(C)OC=1C(=CC(=C(C1)C1=CC=C(C=C1)F)C(C)C)CN1CCC2(CN(C(O2)=O)C2=CC=C(C=C2)S(=O)(=O)O)CC1